2-(4-((2,4-Dioxyl-1,2,3,4-tetrahydroquinazolin-6-yl)(methyl)amino)-2-methoxyphenyl)-N,N-Dimethylacetamide OC1NC2=CC=C(C=C2C(N1)O)N(C1=CC(=C(C=C1)CC(=O)N(C)C)OC)C